ClC1=NC=NC2=CC(=C(C=C12)NC1CCN(CC1)C(C=C)=O)OCC 1-{4-[(4-chloro-7-ethoxyquinazolin-6-yl)amino]piperidin-1-yl}prop-2-en-1-one